BrCC1=C(C=C(C(=O)OC)C=C1)[N+](=O)[O-] methyl 4-(bromomethyl)-3-nitro-benzoate